C(C=C)N1N(C2=NC(=NC=C2C1=O)NC1=CC=C(C=C1)N1CCC(CC1)=O)C1=CC=C2C(=N1)[C@@](CC2)(O)CC 2-allyl-1-[(7R)-7-ethyl-7-hydroxy-5,6-dihydrocyclopenta[b]pyridin-2-yl]-6-[4-(4-oxo-1-piperidyl)anilino]pyrazolo[3,4-d]pyrimidin-3-one